(E)-1-((2-Methoxyethoxy)methyl)-3-(2-(thiophen-2-yl)vinyl)-1H-pyrazole COCCOCN1N=C(C=C1)\C=C\C=1SC=CC1